2,2'-thiobis-acetic acid S(CC(=O)O)CC(=O)O